(R)-N-((S)-1-(6-((R)-amino(cyclopropyl)methyl)-1-((2-(trimethylsilyl)ethoxy)methyl)-1H-benzo[d]imidazol-2-yl)-2-((R)-3,3-difluorocyclopentyl)ethyl)-2-methylpropane-2-sulfinamide N[C@@H](C=1C=CC2=C(N(C(=N2)[C@H](C[C@@H]2CC(CC2)(F)F)N[S@](=O)C(C)(C)C)COCC[Si](C)(C)C)C1)C1CC1